N=1C(=CN2C1N=CC=C2)C(=O)N imidazo[1,2-a]Pyrimidine-2-carboxamide